CC(C)OC1=CC=C(C=C1)NC2=CC=CC=C2 p-isopropoxydiphenylamine